(±)-19,20-epoxy-4Z,7Z,10Z,13Z,16Z-docosapentaenoic acid C(C=C\C=C/C=C\C=C\C=C/CCCCCCCC1C(CC)O1)(=O)O